FC(C=1SC(=CN1)C=1C=C(NS(N1)(=O)=O)C(=O)OC)(F)F Methyl 5-(2-(trifluoromethyl) thiazol-5-yl)-2H-1,2,6-thiadiazine-3-carboxylate 1,1-dioxide